1-ethyl-6-(methylamino)-5-nitrosopyrimidine-2,4(1H,3H)-dione C(C)N1C(NC(C(=C1NC)N=O)=O)=O